4-((1S,5R)-1-(5-(1-methylpiperidin-4-yl)-1,3,4-oxadiazol-2-yl)-5-(trifluoromethyl)-3-azabicyclo[3.1.0]hexan-3-yl)pyrazolo[1,5-a]pyridine-7-carbonitrile CN1CCC(CC1)C1=NN=C(O1)[C@@]12CN(C[C@]2(C1)C(F)(F)F)C=1C=2N(C(=CC1)C#N)N=CC2